N,N-diethylaminomethyltrimethoxysilane C(C)N(CC)C[Si](OC)(OC)OC